C(#N)C1=CC(=C(C=C1)[C@@H](C)NC(=O)C1CCN(CC12CC2)C=2C1=C(N=CN2)NC=C1)CC N-[(1R)-1-(4-cyano-2-ethyl-phenyl)ethyl]-5-(7H-pyrrolo[2,3-d]pyrimidin-4-yl)-5-azaspiro[2.5]octane-8-carboxamide